ClC=1C(=CC2=C(N=CN=C2N[C@H](C)C2=C(C(=CC=C2)C(F)(F)F)F)N1)N1CCN(CC1)C(C)C (R)-7-chloro-N-(1-(2-fluoro-3-(trifluoromethyl)phenyl)ethyl)-6-(4-isopropylpiperazin-1-yl)pyrido[2,3-d]pyrimidin-4-amine